CN([C@@H](CC=1SC2=C(N1)C=C(C=C2)C2=NC[C@H](CC2)C)C)C (R)-N,N-dimethyl-1-(5-((S)-5-methyl-3,4,5,6-tetrahydropyridin-2-yl)benzo[d]thiazol-2-yl)propan-2-amine